N-[2-chloro-6-(trifluoromethyl)benzyl]-N-cyclopropyl-carboxamide ClC1=C(CN(C=O)C2CC2)C(=CC=C1)C(F)(F)F